C1(=CC=CC=C1)CCCC(N)B1OC(C(O1)(C)C)(C)C 4-phenyl-1-(4,4,5,5-tetramethyl-1,3,2-dioxaborolan-2-yl)butan-1-amine